3,7-dimethyloct-6-ene-1-ol CC(CCO)CCC=C(C)C